2-(6-bromo-5-fluoropyridin-2-yl)propanoic acid BrC1=C(C=CC(=N1)C(C(=O)O)C)F